C(C)(=O)N1CCN(CC1)C1=CC=C(C(=N1)OC)NC1=NC=C(C(=N1)NC1=C(C=C(C=C1)F)NS(=O)(=O)C)Cl N-(2-((2-((6-(4-acetylpiperazin-1-yl)-2-methoxypyridin-3-yl)amino)-5-chloropyrimidin-4-yl)amino)-5-fluorophenyl)methanesulfonamide